C(C=C)C1(C(=CC=CC1)C1=CC=CC=C1)CC=C 2,2-diallyl-biphenyl